CC1C(C2C(C(C1)C2)(C)C)=O 3,6,6-Trimethylbicyclo-[3.1.1]-heptan-2-on